FC(CC(=O)NNC(=O)C12CC(C1)(C2)C2CN(C2)C(=O)OCCCC)(F)F butyl 3-[3-[(3,3,3-trifluoropropanoylamino)carbamoyl]-1-bicyclo[1.1.1]pentanyl]azetidine-1-carboxylate